FC1=CC=C(C=C1)C(C)S(=O)CC(=O)N1CC2CCC(C1)N2C2=NC=C(C#N)C=C2 Racemic-6-(3-(2-((1-(4-fluorophenyl)ethyl)sulfinyl)acetyl)-3,8-diazabicyclo[3.2.1]octan-8-yl)nicotinonitrile